2-(4-acetylphenyl)-7,7-dimethyl-1,3-dioxo-2,3,5,12b-tetrahydro-1H,7H-chromeno[4,3-c][1,2,4]triazolo[1,2-a]pyridazin-10-yl L-leucinate N[C@@H](CC(C)C)C(=O)OC=1C=CC2=C(C1)OC(C=1C2N2N(CC1)C(N(C2=O)C2=CC=C(C=C2)C(C)=O)=O)(C)C